tert-butyl (2R,4R)-4-((6-((1-(tert-butyl)-3-methyl-1H-pyrazol-5-yl) amino)-5-fluoropyridin-2-yl) methyl)-1-(3-chloro-2-fluorobenzyl)-2-methylpiperidine-4-carboxylate C(C)(C)(C)N1N=C(C=C1NC1=C(C=CC(=N1)C[C@@]1(C[C@H](N(CC1)CC1=C(C(=CC=C1)Cl)F)C)C(=O)OC(C)(C)C)F)C